ClC1=CC=2C=3C=CC(=C(C3N(C(N(C2N=C1)CC)=O)C1=C(C=C(C=C1F)NCCNC)F)F)Cl 4,13-dichloro-10-(2,6-difluoro-4-{[2-(methylamino)ethyl]amino}phenyl)-8-ethyl-12-fluoro-6,8,10-triazatricyclo[9.4.0.02,7]pentadeca-1(11),2(7),3,5,12,14-hexaen-9-one